tert-butyl (S)-(1-methyl-3-(3-(4-methyl-6-(4-(trifluoromethyl)phenyl)pyrimidin-2-yl)prop-2-yn-1-yl)-2-oxopyrrolidin-3-yl)carbamate CN1C([C@@](CC1)(CC#CC1=NC(=CC(=N1)C)C1=CC=C(C=C1)C(F)(F)F)NC(OC(C)(C)C)=O)=O